ethylene glycol monoacetoacetate monomethacrylate C(C(=C)C)(=O)OCCOC(CC(=O)C)=O